BrC1=CC2=C(OCCN2C(=O)OC(C)C)N=C1 Isopropyl 7-bromo-2,3-dihydro-1H-pyrido[2,3-b][1,4]oxazine-1-carboxylate